3-(6-bromo-2-chlorothieno[3,2-d]pyrimidin-4-yl)-3,8-diazabicyclo[3.2.1]octane-8-carboxylate BrC1=CC=2N=C(N=C(C2S1)N1CC2CCC(C1)N2C(=O)[O-])Cl